C1(CC1)NC(C1=C(C=CC(=C1)F)SC1=CC=C2C(=NN(C2=C1)C1OCCCC1)\C=C\C=1C=NN(C1)CCCN1CCCC1)=O N-cyclopropyl-5-fluoro-2-[3-[(trans)-2-[1-(3-pyrrolidin-1-ylpropyl)pyrazol-4-yl]vinyl]-1-tetrahydropyran-2-yl-indazol-6-yl]sulfanylbenzamide